CN(CCC[Si](OC)(OC)CC)C [3-(dimethylamino)propyl]ethyldimethoxysilane